4-[3-[2,6-Dichloro-4-(3-methyltriazolo[4,5-b]pyridin-7-yl)benzoyl]-2,4-dihydro-1,3-benzoxazin-8-yl]-5-fluoro-2-(3-oxa-8-azabicyclo[3.2.1]octan-8-yl)benzoic acid ClC1=C(C(=O)N2COC3=C(C2)C=CC=C3C3=CC(=C(C(=O)O)C=C3F)N3C2COCC3CC2)C(=CC(=C1)C1=C2C(=NC=C1)N(N=N2)C)Cl